C[C@H]1N(C(CC1)=O)CC1N(CCC2=CC=CC=C12)C(=O)[O-] 1-(((R)-2-methyl-5-oxopyrrolidin-1-yl)methyl)-3,4-dihydroisoquinoline-2(1H)-carboxylate